CC=1N(C=C(N1)C=O)COCC[Si](C)(C)C 2-methyl-1-(2-trimethylsilylethoxymethyl)imidazole-4-carbaldehyde